pyrrolidine-2-carboxylic anhydride N1C(CCC1)C(=O)OC(=O)C1NCCC1